I.C[NH2+]C1=CC(=CC(=C1)[NH2+]C)[NH2+]C 1,3,5-trimethylammoniobenzene hydroiodic acid salt